CC1=NC(=CC=C1NC(=O)C1C(CCCC1)C(=O)O)C1=C(C(=NO1)C)NC(=O)O[C@H](C)CCC 2-((2-methyl-6-(3-methyl-4-(((((R)-pentan-2-yl)oxy)carbonyl)amino)isoxazol-5-yl)pyridin-3-yl)carbamoyl)cyclohexane-1-carboxylic acid